N1=CC=C2N1C=CC(=N2)C(=O)[O-] pyrazolo[1,5-a]pyrimidine-5-carboxylate